ClC=1N=C(C2=C(N1)C(=C(N=C2)Cl)F)N([C@H]2[C@H](N(CC2)C(=O)OC(C)(C)C)[C@@H](C)O)C tert-butyl (2S,3R)-3-((2,7-dichloro-8-fluoropyrido[4,3-d]pyrimidin-4-yl)(methyl)amino)-2-((R)-1-hydroxyethyl)pyrrolidine-1-carboxylate